4-fluoro-6-(2-hydroxy-2-methylpropoxy)-2,3-dihydro-1H-indene-2-carboxaldehyde FC1=C2CC(CC2=CC(=C1)OCC(C)(C)O)C=O